(1R,4R)-Methyl 1-(N-((6'-cyano-[1,1':3',1''-terphenyl]-4-yl)methyl)pentanamido)-4-hydroxycyclohexanecarboxylate C(#N)C1=CC=C(C=C1C1=CC=C(C=C1)CN(C(CCCC)=O)C1(CCC(CC1)O)C(=O)OC)C1=CC=CC=C1